C(#N)CN1CC=2N(CC1)N=C(C2)C=2C(=CC(=NC2)NC(C)=O)NC2=NC(=NC=C2)C(C)(F)F N-(5-(5-(cyanomethyl)-4,5,6,7-tetrahydropyrazolo[1,5-a]pyrazin-2-yl)-4-((2-(1,1-difluoroethyl)pyrimidin-4-yl)amino)pyridin-2-yl)acetamide